CSC=1N=CC2=C(N1)NC(C(=C2)C2CCN(CC2)C(=O)OC(C)(C)C)=O tert-butyl 4-(2-(methylthio)-7-oxo-7,8-dihydropyrido[2,3-d]pyrimidin-6-yl)piperidine-1-carboxylate